1,1,1,3,3,3-Hexafluoropropan-2-yl (±)-1-(benzoylcarbamoyl)-6-azaspiro[2.5]octan-6-carboxylat C(C1=CC=CC=C1)(=O)NC(=O)[C@@H]1CC12CCN(CC2)C(=O)OC(C(F)(F)F)C(F)(F)F |r|